3-Chloro-5-(2-(4-((2-(4-(1-(1-(2-(2,6-dioxopiperidin-3-yl)-1,3-dioxoisoindolin-5-yl)piperidin-4-yl)azetidin-3-yl)piperazin-1-yl)pyrimidin-4-yl)methoxy)phenyl)Prop-2-yl)benzonitrile ClC=1C=C(C#N)C=C(C1)C(C)(C)C1=CC=C(C=C1)OCC1=NC(=NC=C1)N1CCN(CC1)C1CN(C1)C1CCN(CC1)C=1C=C2C(N(C(C2=CC1)=O)C1C(NC(CC1)=O)=O)=O